2,5-diazabicyclo(2.2.1)heptane C12NCC(NC1)C2